C(C1=CC=CC=C1)O[C@@H]1[C@H](N(C[C@@H]([C@H]1OCC1=CC=CC=C1)OCC1=CC=CC=C1)CCC1CCN(CC1)C1=CC=CC=C1)C (2R,3R,4R,5S)-3,4,5-tris(benzyloxy)-2-methyl-1-(2-(1-phenylpiperidin-4-yl)ethyl)piperidine